ClC1=CC(=C(C=C1)N(S(=O)(=O)C)C)NC1=NC(=NC=C1Cl)Cl N-(4-chloro-2-((2,5-dichloropyrimidin-4-yl)amino)phenyl)-N-methyl-methanesulfonamide